1-(methylsulfonyl)indolin-5-amine CS(=O)(=O)N1CCC2=CC(=CC=C12)N